Cl.BrC1=CC=C(C=C1)N(C1CCNCC1)C N-(4-bromophenyl)-N-methyl-piperidin-4-amine hydrochloride